(R)-N-(5-(5-ethyl-1,2,4-oxadiazol-3-yl)-2,3-dihydro-1H-inden-1-yl)-5-fluoro-2-methylisonicotinamide C(C)C1=NC(=NO1)C=1C=C2CC[C@H](C2=CC1)NC(C1=CC(=NC=C1F)C)=O